N-Ethyl-D-glucamin C(C)NC[C@H](O)[C@@H](O)[C@H](O)[C@H](O)CO